(2S,4R)-2-(2-(6-bromo-4,7-dichloro-2H-indazol-2-yl)-3-ethoxy-3-oxopropionyl)-4-fluoropyrrolidine-1-carboxylic acid tert-butyl ester C(C)(C)(C)OC(=O)N1[C@@H](C[C@H](C1)F)C(C(C(=O)OCC)N1N=C2C(=C(C=C(C2=C1)Cl)Br)Cl)=O